NC(C1CCCCC1)(C1CCCCC1)N anti-trans-diaminodicyclohexyl-methane